3-(1-oxo-5-(7-((((S*)-1-phenylethyl)amino)methyl)imidazo[1,5-a]pyridin-5-yl)isoindolin-2-yl)piperidine-2,6-dione O=C1N(CC2=CC(=CC=C12)C1=CC(=CC=2N1C=NC2)CN[C@@H](C)C2=CC=CC=C2)C2C(NC(CC2)=O)=O |o1:21|